5-(3-methoxyphenyl)-2-methylfuran-3-carboxylic acid COC=1C=C(C=CC1)C1=CC(=C(O1)C)C(=O)O